3-(4-(2-(trifluoromethyl)phenyl)piperidine-1-carbonyl)-1H-indazole-5-carbonitrile FC(C1=C(C=CC=C1)C1CCN(CC1)C(=O)C1=NNC2=CC=C(C=C12)C#N)(F)F